N-(1-methyl-3-(3-(methylsulfonyl)phenyl)-1H-pyrrolo[2,3-c]pyridin-5-yl)acetamide CN1C=C(C=2C1=CN=C(C2)NC(C)=O)C2=CC(=CC=C2)S(=O)(=O)C